1-(Benzyloxy)-4,5-difluoro-2-(trifluoromethyl)benzene C(C1=CC=CC=C1)OC1=C(C=C(C(=C1)F)F)C(F)(F)F